N[C@H](C(=O)OC)CC1=CC=C(C=C1)N1C(N(C2=C(C1=O)C=CN=C2)C)=O methyl (S)-2-amino-3-(4-(1-methyl-2,4-dioxo-1,4-dihydropyrido[3,4-d]pyrimidin-3(2H)-yl)phenyl)propanoate